1-Tert-butyl-5-fluoro-N-{2-fluoro-4-methyl-3-[8-(morpholin-4-yl)imidazo[1,2-a]pyridin-6-yl]phenyl}pyrazole-4-carboxamide C(C)(C)(C)N1N=CC(=C1F)C(=O)NC1=C(C(=C(C=C1)C)C=1C=C(C=2N(C1)C=CN2)N2CCOCC2)F